6-fluoro-5-(3-hydroxy-3-methylbutyl)-1-methyl-3,4-dihydroisoquinolin FC=1C(=C2CCN=C(C2=CC1)C)CCC(C)(C)O